ClC1=CC=C(C=C1)C=1N=CN(C1)CC1=CC=C(C=C1)C1=NOC(=N1)C(F)(F)F 3-[4-[[4-(4-chlorophenyl)imidazol-1-yl]methyl]phenyl]-5-(trifluoromethyl)-1,2,4-oxadiazole